CC1=NN(C=C1NC(C1=CC=C(C=C1)OC(F)(F)F)=O)C1=CC=C(C=C1)NC(OC1=CC=C(C=C1)[N+](=O)[O-])=O (4-nitrophenyl) N-[4-[3-methyl-4-[[4-(trifluoromethoxy)benzoyl]amino]pyrazol-1-yl]phenyl]carbamate